C(C)(=O)OC(C)(C)C1=CC(=C(C=C1)OC1=C(C=C(C=C1)F)F)C1=CN(C(C(=C1OC)I)=O)C 2-(4-(2,4-Difluorophenoxy)-3-(5-iodo-4-methoxy-1-methyl-6-oxo-1,6-dihydropyridine-3-yl)phenyl)propan-2-ol acetate